O=C1N(CCC(N1)=O)N1C(C2=CC=C(C=C2C1=O)N1CCC(CC1)CN1CCN(CC1)C1=NC=C(C=C1C(F)(F)F)C=1C=CC=2C3=C(N(C2C1)C)C=CN=C3)=O 2-(2,4-dioxotetrahydropyrimidin-1(2H)-yl)-5-(4-((4-(5-(5-methyl-5H-pyrido[4,3-b]indol-7-yl)-3-(trifluoromethyl)pyridin-2-yl)piperazin-1-yl)methyl)piperidin-1-yl)isoindoline-1,3-dione